C(CC(C)C)(=O)OC=C vinyl isovalerate